di(2-ethylhexyl) tartrate C(=O)(OCC(CCCC)CC)C(O)C(O)C(=O)OCC(CCCC)CC